ClC1=C(OCC=2C=CC(=C(C(=O)O)C2)F)C=CC(=C1)C(F)(F)F 5-((2-chloro-4-(trifluoromethyl)phenoxy)methyl)-2-fluorobenzoic acid